1-methyl-N-[3-methyl-4-(methylcarbamoyl)phenyl]imidazole-2-carboxamide CN1C(=NC=C1)C(=O)NC1=CC(=C(C=C1)C(NC)=O)C